2-{[1-(cyclopropanecarbonyl) piperidin-4-yl] methyl}-4-methyl-8-(trifluoromethyl)-4,5-dihydro-2H-furo[2,3-g]indazole-7-carboxylate C1(CC1)C(=O)N1CCC(CC1)CN1N=C2C3=C(CC(C2=C1)C)OC(=C3C(F)(F)F)C(=O)[O-]